NC(C([C@H](CC1=CC=CC=C1)NC(=O)C1=C(N=CS1)C1=CC=CC=C1)=O)=O (S)-N-(4-AMINO-3,4-DIOXO-1-PHENYLBUTAN-2-YL)-4-PHENYLTHIAZOLE-5-CARBOXAMIDE